FC1=CC(=C(C=C1)C(N1CCN(CC1)C1=C(C(N(C2=CC=C(N=C12)C)C)=O)C#N)C1=C(C=C(C=C1)F)OC)OC 4-{4-[bis(4-fluoro-2-methoxyphenyl)methyl]piperazin-1-yl}-1,6-dimethyl-2-oxo-1,2-dihydro-1,5-naphthyridine-3-carbonitrile